CC1CC(C(CC1C)C)C 2,3,5,6-tetramethylcyclohexane